tert-butyl (2R,5S)-2-(Benzothiophen-5-yl)-5-methyl-piperidine-1-carboxylate S1C=CC2=C1C=CC(=C2)[C@@H]2N(C[C@H](CC2)C)C(=O)OC(C)(C)C